OC1=CC=C(C=C1)NC(NC=1N=CSC1C(=O)OCC)=S Ethyl 4-(3-(4-hydroxyphenyl)thioureido)thiazole-5-carboxylate